4-formyl-3,5-dimethoxybenzonitrile C(=O)C1=C(C=C(C#N)C=C1OC)OC